1-((S)-2-(3-((2-((3S,4R)-3-fluoro-4-methoxypiperidin-1-yl)pyrimidin-4-yl)amino)-8-(3-((methylsulfonyl)methyl)azetidin-1-yl)isoquinolin-5-yl)pyrrolidin-1-yl)prop-2-en-1-one F[C@H]1CN(CC[C@H]1OC)C1=NC=CC(=N1)NC=1N=CC2=C(C=CC(=C2C1)[C@H]1N(CCC1)C(C=C)=O)N1CC(C1)CS(=O)(=O)C